C(C)C1=C(C=CC(=C1)O)NC1=NNC(=C1)C1=CN(C2=CC=CC=C12)C(=O)OC(C)(C)C tert-butyl 3-(3-((2-ethyl-4-hydroxyphenyl)amino)-1H-pyrazol-5-yl)-1H-indole-1-carboxylate